5-(4-bromobutyl)-1-phenyl-4,5-dihydro-1H-pyrazole-3-carboxylic acid ethyl ester C(C)OC(=O)C1=NN(C(C1)CCCCBr)C1=CC=CC=C1